C12CCC(CC1)C=C2 bicyclo[2.2.2]-oct-7-ene